beta-ALANYLHISTAMINE N[C@@H](C)C(=O)C(CN)C1=CNC=N1